5-(4-fluorophenyl)-8-methoxy-7-(trifluoromethyl)-3-(3,3,3-trifluoropropyl)-2,3-dihydrobenzo[b][1,4]thiazepin-4(5H)-one FC1=CC=C(C=C1)N1C2=C(SCC(C1=O)CCC(F)(F)F)C=C(C(=C2)C(F)(F)F)OC